3-(4-fluoro-5-(1-(oxetan-3-yl)-4-(pyrrolidin-1-ylmethyl)-1H-pyrrolo[2,3-b]pyridin-6-yl)-1-oxoisoindolin-2-yl)piperidine-2,6-dione FC1=C2CN(C(C2=CC=C1C1=CC(=C2C(=N1)N(C=C2)C2COC2)CN2CCCC2)=O)C2C(NC(CC2)=O)=O